triphenoxysulfonium O(C1=CC=CC=C1)[S+](OC1=CC=CC=C1)OC1=CC=CC=C1